ClC=1N=CC2=C(N1)C(=NN2C(=O)OC(C)(C)C)C=2C=NC(=NC2)N2CCN(CC2)C tert-Butyl 5-chloro-3-(2-(4-methylpiperazin-1-yl)pyrimidin-5-yl)-1H-pyrazolo[4,3-d]pyrimidine-1-carboxylate